ClC1=C(C=CC=C1)N(C1=NC2=CC=C(C=C2C=C1)N)C N2-(2-chlorophenyl)-N2-methylquinoline-2,6-diamine